(5aR,5bS,7aS,10aS,10bR)-5a,7a-dimethyl-2-((3-carboxyphenyl)amino)-4,5,5a,5b,6,7,7a,9,10,10a,10b,11,12,12a-tetradecahydro-8H-cyclopenta[7,8]phenanthro[2,1-d]thiazol-8-one C[C@@]12CCC=3N=C(SC3C2CC[C@H]2[C@H]3[C@](CC[C@H]12)(C(CC3)=O)C)NC3=CC(=CC=C3)C(=O)O